NC=1N=NC(=CC1C=1C=NN(C1)C(C)C1=CC=C(C=C1)CN1CCN(CC1)C(=O)OCC1=CC=CC=C1)C1=C(C=CC=C1)OCOC benzyl 4-([4-[1-(4-[3-amino-6-[2-(methoxymethoxy)phenyl]pyridazin-4-yl]-1H-pyrazol-1-yl)ethyl]phenyl]methyl)piperazine-1-carboxylate